BrC=1C=C(C(=O)OC(C)(C)C)C=CC1 tert-butyl 3-bromobenzoate